7-(1-propenylpiperidin-4-yl)-2-(4-phenoxyphenyl)-1H-imidazo[1,2-b]pyrazole-3-carboxamide C(=CC)N1CCC(CC1)C1=C2N(N=C1)C(=C(N2)C2=CC=C(C=C2)OC2=CC=CC=C2)C(=O)N